6-Hydroxyindolin OC1=CC=C2CCNC2=C1